ClC1=C(C(=CC=C1)Cl)N1C=2N(C3=C(C1=O)C=NC(=N3)NC3=CC(=C(C=C3)N3C[C@@H](N([C@@H](C3)C)C(C)C)C)C)CCN2 6-(2,6-dichlorophenyl)-2-((3-methyl-4-((3S,5R)-4-isopropyl-3,5-dimethylpiperazin-1-yl)phenyl)amino)-8,9-dihydroimidazo[1,2-a]pyrimido[5,4-e]pyrimidin-5(6H)-one